CN(C)CCCCCCCCCCCCCCCCCC N,N-dimethyl-stearylamine